2-bromo-5-[4-(trifluoromethyl)phenyl]Oxazole BrC=1OC(=CN1)C1=CC=C(C=C1)C(F)(F)F